COC1=C(C=CC=C1N)C1=C(C=CC=C1N)OC 2,2'-dimethoxy-3,6'-diaminobiphenyl